FC(C=1C(=C(C=CC1)[C@@H](C)NC=1C2=C(N=CN1)N(C(C(=C2)C2(CCS(CC2)(=O)=O)C)=O)C)F)F 4-(4-{[(1R)-1-[3-(difluoromethyl)-2-fluorophenyl]ethyl]amino}-8-methyl-7-oxo-7H,8H-pyrido[2,3-d]pyrimidin-6-yl)-4-methyl-1λ6-thiane-1,1-dione